C1(=CC=CC=C1)N1C=2C=CC=CC2C2=C1C1=C(C=3N(C=4C=CC=CC4C3C=C1)C1=NC3=CC=CC=C3C(=N1)C1=CC=CC=C1)S2 7-phenyl-13-(4-phenylquinazolin-2-yl)-7,13-dihydroindolo[2',3':4,5]thieno[2,3-a]carbazole